BrC1=C(C=CC=C1F)NC(C)C=1C=C(C=C2C(C(=C(OC12)N1CCCCC1)C)=O)C 8-(1-((2-bromo-3-fluorophenyl)amino)ethyl)-3,6-dimethyl-2-(piperidin-1-yl)-4H-chromen-4-one